(3-amino-2,4,5-trifluoro-phenyl)-2,3-dichloro-benzenesulfonamide NC=1C(=C(C=C(C1F)F)C1=C(C(=C(C=C1)S(=O)(=O)N)Cl)Cl)F